C(C)(=O)C=1C=C(C=CC1)N(C(NC=1C=C2C(N(C=NC2=CC1)CC(=O)NC1=C(C=CC=C1)F)=O)=O)C 2-(6-(3-(3-acetylphenyl)-3-methylureido)-4-oxoquinazolin-3(4H)-yl)-N-(2-fluorophenyl)acetamide